1-((1-(6-(1-Methyl-1H-pyrazol-4-yl)pyrazolo[1,5-a]pyrazin-4-yl)piperidin-4-yl)methyl)-4-neopentylpiperazin-2-one CN1N=CC(=C1)C=1N=C(C=2N(C1)N=CC2)N2CCC(CC2)CN2C(CN(CC2)CC(C)(C)C)=O